NC=1C=2N(C3=CC(=CC=C3N1)C(=O)N1C(CCC(C1)C)C=1C=CC3=C(N=C(S3)C3CCN(CC3)C)C1)C=NC2 (4-aminoimidazo[1,5-a]quinoxalin-8-yl)(5-methyl-2-(2-(1-methylpiperidin-4-yl)benzo[d]thiazol-5-yl)piperidin-1-yl)methanone